(E)-N-(2-(5-(tert-Butyl)-2-hydroxybenzoyl)-1,2,3,4-tetrahydroisoquinolin-7-yl)-4-(dimethylamino)-N-methylbut-2-enamide C(C)(C)(C)C=1C=CC(=C(C(=O)N2CC3=CC(=CC=C3CC2)N(C(\C=C\CN(C)C)=O)C)C1)O